FC1(CC(C1)OC=1C=C(N)C=CC1N1C=NC=C1)F 3-(3,3-difluorocyclobutyloxy)-4-(1H-imidazol-1-yl)aniline